tri(2-hydroxyethyl)methyl-amine OCCC(N)(CCO)CCO